Cl.FC(OC=1C=C(C=CC1)[C@H](C)N)F (S)-1-(3-(difluoromethoxy)phenyl)ethanamine hydrochloride